Cl.COC(=O)[C@H]1NC[C@@H](C1)O (2S,4R)-4-hydroxypyrrolidine-2-carboxylic acid methyl ester HCl